ClC=1C=CC=C2C=CC(=NC12)NC=1C(=C(OCCO)C=CC1)C 2-(3-((8-chloroquinolin-2-yl)amino)-2-methylphenoxy)ethanol